CC(CCCC)O Hexan-2-ol